3-oxo-3-(6-(trifluoromethyl)pyridin-3-yl)propionic acid O=C(CC(=O)O)C=1C=NC(=CC1)C(F)(F)F